CNC=1C=NC=CC1NC 3,4-dimethylamino-pyridine